2-[4-(3-chloro-2-piperazin-1-yl-6-quinolinyl)-1H-imidazol-2-yl]ethanamine dihydrochloride Cl.Cl.ClC=1C(=NC2=CC=C(C=C2C1)C=1N=C(NC1)CCN)N1CCNCC1